C(=CCCCCCCCCCCCCCCCC)[Si](OCC)(OCC)OCC octadecenyl-triethoxysilane